C1(CC1)C1=C(C(=C2C=NC(=NN21)N[C@H]2[C@@H](CN(CC2)S(=O)(=O)C)F)F)C#N 7-cyclopropyl-5-fluoro-2-(((3R,4R)-3-fluoro-1-(methylsulfonyl)piperidin-4-yl)amino)pyrrolo[2,1-f][1,2,4]triazine-6-carbonitrile